(E)-1-(3-(4-amino-3-(4-phenoxyphenyl)-1H-pyrazolo[3,4-d]pyrimidin-1-yl)piperidin-1-yl)-4-(dimethylamino)but-2-en-1-one NC1=C2C(=NC=N1)N(N=C2C2=CC=C(C=C2)OC2=CC=CC=C2)C2CN(CCC2)C(\C=C\CN(C)C)=O